N-(5-fluoropyridin-2-yl)-3-hydroxy-1-oxo-5-(4-(trifluoromethyl)phenyl)spiro[5.5]undec-2-en-2-carboxamide FC=1C=CC(=NC1)NC(=O)C=1C(C2(C(CC1O)C1=CC=C(C=C1)C(F)(F)F)CCCCC2)=O